4-carboxybenzimidazole C(=O)(O)C1=CC=CC=2N=CNC21